4-(1H-imidazol-1-yl)-N-((1s,3s)-3-phenylcyclobutyl)pyrimidine-2-carboxamide N1(C=NC=C1)C1=NC(=NC=C1)C(=O)NC1CC(C1)C1=CC=CC=C1